C(CC)C1[C@H](N(CC1)C(C(C(CC)(C)C)=O)=O)C(=O)[O-] 3-propyl-(2S)-1-(3,3-dimethyl-2-oxopentanoyl)-pyrrolidine-2-carboxylate